N1C(=NC2=C1C=CC=C2)C2=CC(=NN2)NC(=O)C=2C=NC(=CC2)N2CCN(CC2)C2COC2 N-[5-(1H-benzimidazol-2-yl)-1H-pyrazol-3-yl]-6-[4-(oxetan-3-yl)-piperazin-1-yl]pyridine-3-carboxamide